OC=1C=C2CC[C@@H]([C@@H](C2=CC1)C1=CC=C(C=C1)N1CCC(CC1)CN1C[C@]2(CCN(C2)C2=CC=C(C=C2)N2C(NC(CC2)=O)=O)CC1)C1=CC=CC=C1 1-(4-((R)-7-((1-(4-((1R,2S)-6-hydroxy-2-phenyl-1,2,3,4-tetrahydronaphthalen-1-yl)phenyl)piperidin-4-yl)methyl)-2,7-diazaspiro[4.4]nonan-2-yl)phenyl)dihydropyrimidine-2,4(1H,3H)-dione